FC1=CC=C(C=C1)C=1C(=C(C=NC1C)C(=O)NC1=CC(=C(C=C1)OC1=CC=NC2=CC(=CN=C12)C(C)C)F)O 5-(4-Fluorophenyl)-N-[3-fluoro-4-[(7-propan-2-yl-1,5-naphthyridin-4-yl)oxy]phenyl]-4-hydroxy-6-methylpyridine-3-carboxamide